OCCNCCCCCCCC(=O)OCC\C=C/CCCCC (Z)-non-3-en-1-yl 8-((2-hydroxyethyl)amino)octanoate